ClC=1C=NN(C1C1=NN2C(C(CCC2)=NS(=O)C(C)(C)C)=C1)C(C)C N-(2-(4-chloro-1-isopropyl-1H-pyrazol-5-yl)-6,7-dihydropyrazolo[1,5-a]pyridin-4(5H)-ylidene)-2-methylpropane-2-sulfinamide